COCOC(C1=C(C(=C(C(=C1OCOC)C)O)Br)C)=O.COC(C=C)C1=CC=C(C=C1)C(F)(F)F 1-(1-methoxyprop-2-en-1-yl)-4-(trifluoromethyl)benzene methoxymethyl-3-bromo-4-hydroxy-6-(methoxymethoxy)-2,5-dimethylbenzoate